ClC1=CC=C(C=C1)N1N=C(C2=C1N=C(C=C2C(=O)OCC)C=O)C(C)C ethyl 1-(4-chlorophenyl)-6-formyl-3-isopropyl-1H-pyrazolo[3,4-b]pyridine-4-carboxylate